ClC1=C(C(=CC(=C1)F)F)F 1-chloro-2,3,5-trifluorobenzene